ClC=1C=C(C=CC1)[C@H]1[C@@H](CN(CC1)C(=O)C=1C=2N(C=CC1)C=NC2)NC(=O)C=2SC=CN2 N-((3S,4S)-4-(3-chlorophenyl)-1-(imidazo[1,5-a]pyridine-8-carbonyl)piperidin-3-yl)thiazole-2-carboxamide